(S)-2-(1,1-difluoroethyl)-5-(4-(4-(trifluoromethyl)pyrazolo[1,5-a]pyridin-2-yl)-1,4,6,7-tetrahydro-5H-imidazo[4,5-c]pyridin-5-yl)-1,3,4-oxadiazole FC(C)(F)C=1OC(=NN1)N1[C@@H](C2=C(CC1)NC=N2)C2=NN1C(C(=CC=C1)C(F)(F)F)=C2